2,2'-Bis(4-(carbazol-9-yl)phenyl)-biphenyl C1=CC=CC=2C3=CC=CC=C3N(C12)C1=CC=C(C=C1)C1=C(C=CC=C1)C1=C(C=CC=C1)C1=CC=C(C=C1)N1C2=CC=CC=C2C=2C=CC=CC12